N-(6-amino-2,2-difluoro-1,3-benzodioxol-5-yl)-5-(1-cyanocyclopropyl)-3-ethylsulfonyl-pyridine-2-carboxamide NC=1C(=CC2=C(OC(O2)(F)F)C1)NC(=O)C1=NC=C(C=C1S(=O)(=O)CC)C1(CC1)C#N